N-((5-fluoro-2,3-dihydrobenzofuran-4-yl)methyl)-8-(imidazo[1,2-a]pyridin-8-yl)-[1,2,4]triazolo[4,3-c]pyrimidin-5-amine FC=1C=CC2=C(CCO2)C1CNC1=NC=C(C=2N1C=NN2)C=2C=1N(C=CC2)C=CN1